CC1=C(OC2=C1C=C(C=C2)S(NCCC2=C(C=CC(=C2)C)F)(=O)=O)C(=O)O 3-methyl-5-(N-(2-fluoro-5-methylphenylethyl)sulfamoyl)benzofuran-2-carboxylic acid